C(C)(C)(C)C=1C=C(N(N1)C1=CC=C(C=C1)C)NC(=O)NC1=CC=C(C2=CC=CC=C12)OCCN1CCOCC1 1-(5-tert-butyl-2-p-tolyl-2h-pyrazol-3-yl)-3-[4-(2-morpholin-4-yl-ethoxy)naphthalen-1-yl]-urea